(R)-3-(3-((3-fluorobenzyl)oxy)phenyl)isoxazolidine FC=1C=C(COC=2C=C(C=CC2)[C@@H]2NOCC2)C=CC1